3-(1-(2-(tert-butoxy)-2-oxoethyl)-5-methoxy-1H-indol-3-yl)propionic acid C(C)(C)(C)OC(CN1C=C(C2=CC(=CC=C12)OC)CCC(=O)O)=O